COC=1C=C2CC(NC3(CCNCC3)C2=CC1OC)=O 6,7-dimethoxy-2H-spiro[isoquinoline-1,4'-piperidin]-3(4H)-one